C(C(C)C)(=O)O[C@@H]1[C@H](C([C@H](C1)N1C=2N=C(NC(C2N=C1)=O)N)=C)CO[Si](C)(C)C(C)(C)C (1S,2R,4S)-4-(2-amino-6-oxo-1H-purin-9(6H)-yl)-2-(((tert-butyldimethylsilyl)oxy)methyl)-3-methylenecyclopentyl isobutyrate